N-(2-((2S,3R)-1-ethyl-2-methylpiperidin-3-yl)thieno[2,3-b]pyridin-4-yl)-6-fluorobenzo[d]thiazol-5-amine C(C)N1[C@H]([C@@H](CCC1)C1=CC=2C(=NC=CC2NC=2C(=CC3=C(N=CS3)C2)F)S1)C